tert-butyl 4-(1H-1,2,3-triazole-1-carbonyl)piperazine-1-carboxylate N1(N=NC=C1)C(=O)N1CCN(CC1)C(=O)OC(C)(C)C